1H-pyrrolo[3,2-H]quinoline-3-sulfonic acid N1C=C(C=2C=CC=3C=CC=NC3C21)S(=O)(=O)O